C(C1=CC=CC=C1)N1CCC(CC1)NC(C1=CC(=CC=C1)S(NC1=CC=C(C=C1)Br)(=O)=O)=O N-(1-benzylpiperidin-4-yl)-3-(N-(4-bromophenyl)sulfamoyl)benzamide